n-tetracontane CCCCCCCCCCCCCCCCCCCCCCCCCCCCCCCCCCCCCCCC